N-butylamine lead iodide salt [Pb](I)I.C(CCC)N